[4-[[1-(2,6-dibenzyloxy-3-pyridyl)-3-methyl-2-oxo-benzimidazol-5-yl]amino]phenyl]carbamate C(C1=CC=CC=C1)OC1=NC(=CC=C1N1C(N(C2=C1C=CC(=C2)NC2=CC=C(C=C2)NC([O-])=O)C)=O)OCC2=CC=CC=C2